OC1(COC1)C=O 3-hydroxyoxetane-3-carboxaldehyde